2-(2-cyano-N,5-dimethyl-1H-indole-7-sulfonamido)-N-(6-methoxypyridin-3-yl)acetamide C(#N)C=1NC2=C(C=C(C=C2C1)C)S(=O)(=O)N(C)CC(=O)NC=1C=NC(=CC1)OC